4-{[(3R)-3-(dimethylamino)pyrrolidin-1-yl]methyl}-1,3-thiazol-2-amine dihydrochloride Cl.Cl.CN([C@H]1CN(CC1)CC=1N=C(SC1)N)C